6-chloro-N-methoxy-4-((6-Methoxy-2-(N-methylmethylsulfonamido)pyridin-3-yl)amino)nicotinamide ClC1=NC=C(C(=O)NOC)C(=C1)NC=1C(=NC(=CC1)OC)N(S(=O)(=O)C)C